3-(6-fluoro-1H-indol-3-yl)-4-(5-fluoro-2-(trifluoromethyl)phenyl)-1H-pyrrole-2,5-dione FC1=CC=C2C(=CNC2=C1)C=1C(NC(C1C1=C(C=CC(=C1)F)C(F)(F)F)=O)=O